1-(cyclopropylmethylene)-4-nitrobenzene C1(CC1)C=C1CC=C(C=C1)[N+](=O)[O-]